4-(5,5-dimethoxypentyl)piperidine COC(CCCCC1CCNCC1)OC